6-(difluoromethyl)-N-(4-methyl-3-(7-(methylamino)-1,6-naphthyridin-3-yl)phenyl)-5,6,7,8-tetrahydroimidazo[1,2-a]pyridine-3-carboxamide FC(C1CCC=2N(C1)C(=CN2)C(=O)NC2=CC(=C(C=C2)C)C=2C=NC1=CC(=NC=C1C2)NC)F